FC1=C(COC2=C(C=C(C=C2)/C=C/C(=O)N2CCN(CC2)CC(C2=CC=CC=C2)=O)OC)C=CC=C1 (e)-3-(4-((2-fluorobenzyl)oxy)-3-methoxyphenyl)-1-(4-(2-oxo-2-phenylethyl)piperazin-1-yl)prop-2-en-1-one